OC(CCOC1=CC=C(C(=O)O)C=C1)NOC(C)C 4-{(2RS)-hydroxy-3-[(1-methylethoxy)amino]propoxy}benzoic acid